C(C)(C)(C)C1=CC=2N(C3=CC(=CC=C3C2C=C1)C(C)(C)C)C1=C(C=CC(=C1)OCCCCCCCC)OC1OCCCC1 2,7-ditert-butyl-9-(5-octoxy-2-tetrahydropyran-2-yloxy-phenyl)carbazole